4-(4-chlorophenyl)-2,3,6-trimethyl-1H-pyrrolo[2,3-b]pyridin-5-yl Acetate C(C)(=O)OC=1C(=C2C(=NC1C)NC(=C2C)C)C2=CC=C(C=C2)Cl